[Si](OC)(OC)(OC)OC Tetramethyl orthosilicat